OC1=CC=C(OCOC2=CC=C(C=C2)/C=C/C(=O)C2=CC=CC=C2)C=C1 (E)-3-[4-[(4-Hydroxyphenoxy)methoxy]phenyl]-1-phenylprop-2-en-1-one